benzyl 6-[1-[(2-methylpropan-2-yl)oxy]-1-oxopropan-2-yl]-3,4-dihydro-1H-isoquinoline-2-carboxylate CC(C)(C)OC(C(C)C=1C=C2CCN(CC2=CC1)C(=O)OCC1=CC=CC=C1)=O